FC(C=1C=CC(=NC1)CN1CC2(C1)CNC2)(F)F 2-[[5-(trifluoromethyl)-2-pyridyl]methyl]-2,6-diazaspiro[3.3]heptane